CS(=O)(=O)C1=CC=C(C=C1)N[C@@H](CO)C(=O)O (2s,3s)-p-methylsulfonylphenylserine